S(=O)(=O)(ON1[C@@H]2CC[C@H](N(C1=O)C2)C(NC(CCN2CCOCC2)=O)=N)O (2S,5R)-2-(N-(3-morpholinopropanoyl) carbamimidoyl)-7-oxo-1,6-diazabicyclo[3.2.1]octan-6-yl hydrogen sulfate